6-((3-fluorophenethyl)amino)-1-methyl-5-(o-tolyl)-1H-pyrazolo[3,4-d]pyrimidin-4(5H)-one FC=1C=C(CCNC=2N(C(C3=C(N2)N(N=C3)C)=O)C3=C(C=CC=C3)C)C=CC1